(4-cyclobutylphenyl)acetonitrile C1(CCC1)C1=CC=C(C=C1)CC#N